O=C1CC(C1)NC(OC(C)(C)C)=O tert-Butyl N-(3-Oxocyclobutyl)carbamate